CN(CCN1C(N(C2=C1C=CC(=C2)S(=O)(=O)NC2(CC2)C)C=2SC(=NN2)C)=O)C 1-[2-(dimethylamino)ethyl]-N-(1-methylcyclopropyl)-3-(5-methyl-1,3,4-thiadiazol-2-yl)-2-oxo-benzimidazole-5-sulfonamide